tert-butyl 6-(4-(1H-pyrazol-1-yl) phenyl)-2,2-difluoro-7-azaspiro[3.5]nonane-7-carboxylate N1(N=CC=C1)C1=CC=C(C=C1)C1CC2(CC(C2)(F)F)CCN1C(=O)OC(C)(C)C